CN1CCC(=C(C1)C)C=1SC2=C(N1)C=C(C=C2)[C@@H]2NC[C@H](CC2)C 2-(1,5-dimethyl-1,2,3,6-tetrahydropyridin-4-yl)-5-((2R,5S)-5-methylpiperidin-2-yl)benzo[d]thiazole